C(C)O\C=C(/C(=O)OCC)\C(CC)=O (Z)-Ethyl 2-(ethoxymethylene)-3-oxopentanoate